C(\C=C(/C)\CCC=C(C)C)(=O)OCCC(C)C isoamyl geranate